ls-7-fluoro-4b-(6-fluoro-3-methyl-1H-indol-2-yl)-10-methyl-11-phenyl-11,11a-dihydroindeno[2',1':4,5]pyrrolo[1,2-a]indol-12(4bH)-one FC=1C=CC=2C(=C3N(C2C1)C1(C(C3C3=CC=CC=C3)C(C3=CC=CC=C31)=O)C=3NC1=CC(=CC=C1C3C)F)C